4-amino-N-(cyclopropylmethyl)-N-((5-(trifluoromethyl)pyridin-2-yl)methyl)-1,3-dihydrofuro[3,4-c][1,7]naphthyridine-8-carboxamide NC1=NC=2C=NC(=CC2C2=C1COC2)C(=O)N(CC2=NC=C(C=C2)C(F)(F)F)CC2CC2